CC=1C=C(C=C(C1)C)NC(=O)C1(CC1)C(=O)NC1CCN(CC1)C(=O)OCC ethyl 4-[[1-(3,5-dimethylphenylcarbamoyl)cyclopropanecarbonyl]amino]piperidine-1-carboxylate